NC=1C=C(C=CC1)C1=CC=C2C=NC(=NC2=C1)NC1=C(C=C2CCNCC2=C1)OC 7-(3-aminophenyl)-N-(6-methoxy-1,2,3,4-tetrahydroisoquinolin-7-yl)quinazolin-2-amine